CC(=O)N[C@@H]1[C@H](C[C@@](O[C@H]1[C@@H]([C@@H](CO)O[C@@]2(C[C@@H]([C@H]([C@@H](O2)[C@@H]([C@@H](CO)O)O)NC(=O)C)O)C(=O)O)O)(C(=O)O)O[C@H]3[C@H]([C@H](O[C@H]([C@@H]3O)O[C@@H]4[C@H](OC([C@@H]([C@H]4O)NC(=O)C)O)CO)CO)O)O The molecule is a linear amino tetrasaccharide comprising two N-acetyl-alpha-neuraminyl residues, a beta-D-galactose residue and (at the reducing end) an N-acetyl-D-glucosamine residue, linked sequentially (2->8), (2->3) and (1->4). It is a glucosamine oligosaccharide and an amino tetrasaccharide.